C12C(C(C(C=C1)C2)C(=O)[O-])C(=O)[O-] endo-cis-bicyclo[2.2.1]hept-5-ene-2,3-dicarboxylate